CN1C=C(C=2C1=NC=C(C2)NC(C=C)=O)C#CC=2SC(=CN2)C N-(1-Methyl-3-((5-methylthiazol-2-yl)ethynyl)-1H-pyrrolo[2,3-b]pyridin-5-yl)acrylamide